6-(6-(((1R,2R,3S,5S)-2-fluoro-1,5-dimethyl-8-azabicyclo[3.2.1]octan-3-yl)oxy)pyridazin-3-yl)-7-hydroxy-2-methylisoquinolin-1(2H)-one F[C@@H]1[C@]2(CC[C@@](C[C@@H]1OC1=CC=C(N=N1)C=1C=C3C=CN(C(C3=CC1O)=O)C)(N2)C)C